rel-tert-butyl ((1R,3R)-3-aminocyclopentyl)carbamate N[C@H]1C[C@@H](CC1)NC(OC(C)(C)C)=O |o1:1,3|